4-((1H-Indol-4-yl)amino)-N-(4-(4-methylpiperazin-1-yl)phenyl)-2-oxo-1,2-dihydropyridine-3-carboxamide N1C=CC2=C(C=CC=C12)NC1=C(C(NC=C1)=O)C(=O)NC1=CC=C(C=C1)N1CCN(CC1)C